2,3-dimethyl-pentanol CC(CO)C(CC)C